5-(2-methoxy-2-oxoethyl)piperidine-1-carboxylic acid tert-butyl ester C(C)(C)(C)OC(=O)N1CCCC(C1)CC(=O)OC